N1CC(C1)[C@@H](CO)NC(=O)C1=CC2=CC=CC(=C2C=C1)OC1=CC=C(C=C1)C(F)(F)F (S)-N-(1-(azetidin-3-yl)-2-hydroxyethyl)-5-(4-(trifluoromethyl)phenoxy)-2-naphthamide